FC=1C=C2C(=CC=NC2=CC1)C1CCC(CC1)CC(=O)O 2-(4-(6-fluoroquinolin-4-yl)cyclohexyl)acetic acid